FC1=C(C=O)C=CC=C1 2-fluorobenzaldehyde